xylylvinyl sulfone C1(=C(C(=CC=C1)C)C)S(=O)(=O)C=C